5-methyl-2-(trifluoromethyl)[1,2,4]triazolo[1,5-a]pyrimidine CC1=NC=2N(C=C1)N=C(N2)C(F)(F)F